rac-(3r,5s)-1-[3-(1-hydroxyethyl)-6-[5-[(6-methylpyridazin-3-yl)amino]benzimidazol-1-yl]-2-pyridinyl]-5-methyl-pyrrolidine-3-carbonitrile OC(C)C=1C(=NC(=CC1)N1C=NC2=C1C=CC(=C2)NC=2N=NC(=CC2)C)N2C[C@@H](C[C@@H]2C)C#N |r|